BrC=1N=C(SC1C1=CC=CC=C1)C1=CC=CC=C1 4-bromo-2,5-diphenylthiazole